N-(4-(7-(2-Cyanoacetamido)-1H-indol-3-yl)pyridin-2-yl)cyclopropancarboxamid C(#N)CC(=O)NC=1C=CC=C2C(=CNC12)C1=CC(=NC=C1)NC(=O)C1CC1